ClC1=CC=C(C=N1)C(C(F)(F)F)(C)O (6-chloropyridin-3-yl)-1,1,1-trifluoropropan-2-ol